C(CCC)N1C(CCC1)=O N-butylpyrrolidin-2-one